C(C)(C)(C)C=1C=C(C=C(C1)C(C)(C)C)C1=CC(=CC(=C1)C(C)(C)C)C(C)(C)C 3,3',5,5'-tetra-tert-butyl-1,1'-biphenyl